ClC1=CC=C(C=C1)C1=CC=NO1 5-(4-chlorophenyl)-1,2-oxazole